3-Methoxy-4-((trimethylsilyl)ethynyl)benzaldehyde COC=1C=C(C=O)C=CC1C#C[Si](C)(C)C